5-Ethyl-N4-[4-chloro-3-methoxyphenyl]-N2-[4-(4-methylpiperazinyl)phenyl]pyrimidine-2,4-diamine C(C)C=1C(=NC(=NC1)NC1=CC=C(C=C1)N1CCN(CC1)C)NC1=CC(=C(C=C1)Cl)OC